B([O-])([O-])[O-].[Na+].FC1=C(C(=C(C(C(=O)O)=C1)C(=O)O)F)F.[Na+].[Na+] difluoro(3-fluorophthalic acid) sodium borate